CC1=C(C=CC=2OC3=C(C(NC21)=O)C=CC=C3)C(=O)OC methyl 9-methyl-11-oxo-10,11-dihydrodibenzo[b,f][1,4]oxazepine-8-carboxylate